C(C1=CC=CC=C1)NC(C([C@H](CC=1C=NC=CC1)NC(=O)[C@H]1N(CC2(CC2)C1)C(=O)C=1NC2=CC=CC=C2C1)O)=O (6S)-N-((2S)-4-(benzylamino)-3-hydroxy-4-oxo-1-(pyridin-3-yl)butan-2-yl)-5-(1H-indole-2-carbonyl)-5-azaspiro[2.4]heptane-6-carboxamide